3-(4-[(2S,4Z)-2-(hydroxymethyl)-4-(methoxyimino)pyrrolidine-1-carbonyl]-2-(3-hydroxyoxetan-3-yl)phenyl)-2-methylbenzonitrile OC[C@H]1N(C\C(\C1)=N/OC)C(=O)C1=CC(=C(C=C1)C=1C(=C(C#N)C=CC1)C)C1(COC1)O